C(C1=CC=CC=C1)OC(=O)C1CCN(CC1)C#N 1-cyanopiperidine-4-carboxylic acid benzyl ester